C12(CC3CC(CC(C1)C3)C2)C=2C=C(C=CC2OCC#C)C=2C=C3C=CC=CC3=CC2 6-[3-(Adamantan-1-yl)-4-(prop-2-ynyloxy)phenyl]naphthalin